COC1=CC=C(C=C1)CCCO 3-(4-methoxyphenyl)propan-1-ol